3,5-bismaleimidyl-1,2,4-triazole C1(C=CC(N1C1=NNC(=N1)N1C(C=CC1=O)=O)=O)=O